FC1=C(CNC2=CN=C3N(C2=O)[C@@H](CC3)C(=O)OC(C)(C)C)C=C(C=C1)C tert-butyl (S)-3-((2-fluoro-5-methylbenzyl)amino)-4-oxo-4,6,7,8-tetrahydropyrrolo[1,2-a]pyrimidine-6-carboxylate